FC=1C=C(CO[C@@H]2[C@H]([C@H]3OC(OC[C@H]3O[C@]23OCCC3)(C)C)N3N=NC(=C3)C3=CC(=C(C(=C3)F)F)F)C=CC1 1-((2S,4a'R,7'R,8'S,8a'R)-7'-((3-fluorobenzyl)oxy)-2',2'-dimethylhexahydro-3H,4'H-spiro[furan-2,6'-pyrano[3,2-d][1,3]dioxine]-8'-yl)-4-(3,4,5-trifluorophenyl)-1H-1,2,3-triazole